C(C)C1=C2C(=NC(=NC2=C(C=C1)OC1CCOCC1)N)C ethyl-4-methyl-8-((tetrahydro-2H-pyran-4-yl)oxy)quinazolin-2-amine